5,10,15,20-tetraphenyl-21H,23H-porphyrin C1(=CC=CC=C1)C=1C2=CC=C(N2)C(=C2C=CC(C(=C3C=CC(=C(C=4C=CC1N4)C4=CC=CC=C4)N3)C3=CC=CC=C3)=N2)C2=CC=CC=C2